(R)-1-(7-bromo-8-fluoro-2-(((2R,7aS)-2-fluorotetrahydro-1H-pyrrolizin-7a(5H)-yl)methoxy)quinazolin-4-yl)-3-methylpiperidin-3-ol BrC1=CC=C2C(=NC(=NC2=C1F)OC[C@]12CCCN2C[C@@H](C1)F)N1C[C@@](CCC1)(O)C